tert-butyl 4-((6-(3-(4-cyclopropylphenoxy)propyl)pyridin-3-yl)carbamoyl)piperazine-1-carboxylate C1(CC1)C1=CC=C(OCCCC2=CC=C(C=N2)NC(=O)N2CCN(CC2)C(=O)OC(C)(C)C)C=C1